FC=1C=C(C=CC1)C=1C=CC(=NC1)C1=NOC(C1)C(=O)OCC ethyl 3-[5-(3-fluorophenyl) pyridin-2-yl]-4,5-dihydro-1,2-oxazole-5-carboxylate